NNNCCCCCCCCCC(CCCC(CCC(=O)O)C(=O)O)C(=O)O triazanonadecane-13,17,19-tricarboxylic acid